N-((4-(cyclopropanesulfonamido)pyridin-2-yl)methyl)-5-(5-ethylpyrrolo[1,2-b]pyridazin-3-yl)thiazole-2-carboxamide C1(CC1)S(=O)(=O)NC1=CC(=NC=C1)CNC(=O)C=1SC(=CN1)C1=CC=2N(N=C1)C=CC2CC